4-(2-chloropyrimidin-4-yl)morpholine ClC1=NC=CC(=N1)N1CCOCC1